BrC1=C(C=CC(=C1)F)C1OCC2(CC2)CC1 6-(2-bromo-4-fluorophenyl)-5-oxaspiro[2.5]octane